7-amino-2,3,4,5-tetrahydro-1H-benzo[c]azepin-1-one NC1=CC2=C(C(NCCC2)=O)C=C1